C(C)(=O)C1=C(C=C(C=C1OCC)[C@@H](C)N(C(=O)NC1(CC(C1)OCC)C(=O)OCC)CCO[C@@H](C)C1=CC=CC=C1)OCC ethyl trans-1-[([(1R)-1-(4-acetyl-3,5-diethoxyphenyl)ethyl] {2-[(1S)-1-phenylethoxy]ethyl}carbamoyl)amino]-3-ethoxycyclobutane-1-carboxylate